4-(hydroxymethyl)cyclohexane-1-carboxylic acid tert-butyl ester C(C)(C)(C)OC(=O)C1CCC(CC1)CO